(S)-N-((S)-(4-chlorophenyl)(2-(trifluoromethyl)-1H-imidazol-4-yl)methyl)-2-oxo-oxazolidine-5-carboxamide ClC1=CC=C(C=C1)[C@H](NC(=O)[C@@H]1CNC(O1)=O)C=1N=C(NC1)C(F)(F)F